COC(=O)C1CCC2(CCC3=CC=C(C=C23)OCCCNC(CC2=CC(=CC=C2)C=2C=NC=NC2)=O)CC1 6'-(3-{2-[3-(pyrimidin-5-yl)phenyl]acetamido}propoxy)-2',3'-dihydrospiro[cyclohexane-1,1'-indene]-4-carboxylic acid methyl ester